3,5-dibromo-Nα-{[4-(2-oxo-1,2-dihydroquinolin-3-yl)piperidin-1-yl]carbonyl}-N-{(2S)-1-oxo-3-(piperidin-4-yl)-1-[4-(pyridin-4-yl)piperazin-1-yl]propan-2-yl}-D-tyrosinamide BrC=1C=C(C[C@@H](NC(=O)N2CCC(CC2)C=2C(NC3=CC=CC=C3C2)=O)C(=O)N[C@H](C(N2CCN(CC2)C2=CC=NC=C2)=O)CC2CCNCC2)C=C(C1O)Br